(R)-1-(2-((7H-pyrrolo[2,3-d]pyrimidin-4-yl)amino)-4-(3-hydroxy-3-(thiazol-2-yl)but-1-yn-1-yl)phenyl)piperidine-3-carbonitrile N1=CN=C(C2=C1NC=C2)NC2=C(C=CC(=C2)C#CC(C)(C=2SC=CN2)O)N2C[C@@H](CCC2)C#N